ClC=1SN=C2C1C=CC=C2 3-chloro-2,1-benzothiazole